4-(3-{p-[4-(6-bromo-3-quinolylamino)-2-pyrimidinylamino]phenoxy}propyl)-1λ6,4-thiazinane-1,1-dione BrC=1C=C2C=C(C=NC2=CC1)NC1=NC(=NC=C1)NC1=CC=C(OCCCN2CCS(CC2)(=O)=O)C=C1